C1CC(C=2SC3=C(C21)CCC3)=O 1,2,6,7-tetrahydrodicyclopenta[b,d]thiophen-3(5H)-one